N-((1H-benzo[d]imidazol-6-yl)methyl)-N-(3-methoxybenzyl)-4-methylthiazol-2-amine N1C=NC2=C1C=C(C=C2)CN(C=2SC=C(N2)C)CC2=CC(=CC=C2)OC